3-fluoro-4-(((6-(piperidin-4-ylamino)pyridin-2-yl)oxy)methyl)benzonitrile trifluoroacetic acid salt FC(C(=O)O)(F)F.FC=1C=C(C#N)C=CC1COC1=NC(=CC=C1)NC1CCNCC1